[5-(difluoromethyl)-1,3,4-oxadiazol-2-yl]-2-[(1r,2r)-2-hydroxy-1,2-di(pyridin-2-yl)ethyl]-2,3-dihydro-1H-isoindol-1-one FC(C1=NN=C(O1)C1N(C(C2=CC=CC=C12)=O)[C@@H]([C@H](C1=NC=CC=C1)O)C1=NC=CC=C1)F